C1(=CC=CC=C1)C=1N=C(C2=C(N1)C1=C(S2)C=CC=C1)C=1C=C(C=CC1)C=1C=C(C=CC1)C=1C(=C(C(=C(C1)C1=CC=CC=C1)C1=CC=CC=C1)C1=CC=CC=C1)C1=CC=CC=C1 2-phenyl-4-(4',5',6'-triphenyl-[1,1':2',1'':3'',1'''-quaterphenyl]-3'''-yl)benzo[4,5]thieno[3,2-d]pyrimidine